N,N-dimethyl-2-pyridazin-4-yl-pyrimidine-5-carboxamide CN(C(=O)C=1C=NC(=NC1)C1=CN=NC=C1)C